4-(methylamino)but-2-en-1-one formate salt C(=O)O.CNCC=CC=O